COC=1C=C(CN2C(N3C(C4=C2C=C(C=N4)N4CCOCC4)=NCC3)=O)C=C(C1)OC 6-(3,5-dimethoxybenzyl)-8-(morpholin-4-yl)-2,6-dihydroimidazo[1,2-c]pyrido[2,3-e]pyrimidin-5(3H)-one